CC1(C2=CC(=CC=C2NC=2C=CC(=CC12)C1=CC=C(C=C1)S(=O)(=O)C)CN1CCNCC1)C 9,9-dimethyl-2-(4-(methylsulfonyl)phenyl)-7-(piperazin-1-ylmethyl)-9,10-dihydroacridine